COC1=C(C=C2C(=NC(=NC2=C1)C)N[C@H](C)C=1SC=C(C1)C1=C(C=CC=C1)CNC)C1CCC(CC1)C(=O)NC 4-(7-methoxy-2-methyl-4-(((R)-1-(4-(2-((methylamino)methyl)phenyl)thien-2-yl)ethyl)amino)quinazolin-6-yl)-N-methylcyclohexane-1-carboxamide